N-[(2,6-dichlorophenyl)methyl]-1-[3-(difluoromethyl)phenyl]-5-oxopyrrolidine-3-carboxamid ClC1=C(C(=CC=C1)Cl)CNC(=O)C1CN(C(C1)=O)C1=CC(=CC=C1)C(F)F